ClC1=CC2=C(N=C(S2)C23CC(C2)(C3)N)C=C1 1-(6-chloro-1,3-benzothiazol-2-yl)bicyclo[1.1.1]pentan-3-amine